C1(CC1)C1=NC(=C2N1CCN(C2)C(=O)NC)I 3-cyclopropyl-1-iodo-N-methyl-5,6-dihydroimidazo[1,5-a]pyrazine-7(8H)-carboxamide